C(CCCCCCCCCCCCCCCCCCC)CC(=O)OC1C(CCC1)N1C(=NC=2C(=NC(=CC21)Cl)Cl)C 2-(4,6-dichloro-2-methyl-imidazo[4,5-C]pyridin-1-yl)cyclopentanol eicosyl-acetate